3-[3-Methyl-2-oxo-5-[1-(4-piperidylmethyl)azetidin-3-yl]oxy-benzimidazol-1-yl]piperidine-2,6-dione CN1C(N(C2=C1C=C(C=C2)OC2CN(C2)CC2CCNCC2)C2C(NC(CC2)=O)=O)=O